BrC1=C(C=CC2=C1C=C(O2)C(=O)O)N2CCN(CC2)S(=O)(=O)C2=CC(=CC=C2)Cl 4-bromo-5-[4-(3-chloro-benzenesulfonyl)-piperazin-1-yl]-benzofuran-2-carboxylic acid